6-(4-methoxyphenyl)-4-methyl-1-(2-morpholinoethyl)-2-oxo-1,8-naphthyridine-3-carboxylic acid COC1=CC=C(C=C1)C=1C=C2C(=C(C(N(C2=NC1)CCN1CCOCC1)=O)C(=O)O)C